C(C)OC1=C2C=NN(C2=CC(=C1)C(C)NCCCCC1=CC=CC=C1)CC N-[1-(4-ethoxy-1-ethyl-1H-indazol-6-yl)ethyl]-4-phenylbutan-1-amine